C(=O)(O)CN1CCN(CC(C1)N(CC(=O)O)CC(=O)O)CC(=O)O 1,4-bis(carboxymethyl)-6-[bis(carboxymethyl)-amino]-1,4-diazepane